N-Boc-4-(4-amino-5-isopropoxy-2-methylphenyl)piperidine C(=O)(OC(C)(C)C)N1CCC(CC1)C1=C(C=C(C(=C1)OC(C)C)N)C